2-[4-(2-hydroxy-acetyl)-piperazin-1-yl]-ethanesulfonic acid {4-[5-amino-6-(2-chloro-3,6-difluoro-benzyloxy)-pyrazin-2-yl]-phenyl}-amide NC=1N=CC(=NC1OCC1=C(C(=CC=C1F)F)Cl)C1=CC=C(C=C1)NS(=O)(=O)CCN1CCN(CC1)C(CO)=O